(3E)-1-chloro-18,18-dimethoxy-3-octadecene ClCC\C=C\CCCCCCCCCCCCCC(OC)OC